OC1=CC=C(C=C1)C1(C2=CC=CC(=C2C=2C(=CC=CC12)C1=CC=CC2=CC=CC=C12)C1=CC=CC2=CC=CC=C12)C1=CC=C(C=C1)O 9,9-bis(4-hydroxyphenyl)-4,5-dinaphthyl-fluorene